COC1=CC=C2C=3C=CN=C(C3N(C2=C1)CCCC#C)C 5-(7-Methoxy-1-methyl-β-carbolin-9-yl)-pent-1-yne